3-cyano-5-fluoro-2-methoxybenzoic acid methyl ester COC(C1=C(C(=CC(=C1)F)C#N)OC)=O